C(#N)C1=CC(=CC=2N=C(OC21)C=2C(=C(C=CC2)C2=C(C(=CC=C2)NC=2N=CC=C1C=C(C=NC21)CN[C@H](CO)C)C)C)CN2CCCC2 (R)-1-((7-Cyano-2-(3'-(3-(((S)-1-hydroxypropan-2-ylamino)methyl)-1,7-naphthyridin-8-ylamino)-2,2'-dimethylbiphenyl-3-yl)benzo[d]oxazol-5-yl)methyl)pyrrolidin